methyl 2-(5-(2-((1S,2R)-2-(((5-bromo-2-nitrophenyl) amino) methyl)-1-methylcyclopropyl) ethoxy)-1-methyl-1H-pyrazol-4-yl)-6-methylisonicotinate BrC=1C=CC(=C(C1)NC[C@H]1[C@](C1)(C)CCOC1=C(C=NN1C)C=1C=C(C(=O)OC)C=C(N1)C)[N+](=O)[O-]